FC(C(=O)[O-])C fluoropropionate